ClC=1C=C(C=CC1F)C(C=1NC(=CN1)S(=O)(=O)N1CCCC1)C1=CC(=C(C=C1)F)Cl 2-(bis(3-chloro-4-fluorophenyl)methyl)-5-(pyrrolidin-1-ylsulfonyl)-1H-imidazole